BrC1=CN=C(S1)C1(COC1)O 3-(5-bromo-1,3-thiazol-2-yl)oxetan-3-ol